(S)-1-(2-fluoropropyl)-N-(6-(1-methyl-1H-pyrazol-4-yl)isoquinolin-3-yl)piperidine-4-carboxamide F[C@H](CN1CCC(CC1)C(=O)NC=1N=CC2=CC=C(C=C2C1)C=1C=NN(C1)C)C